C(CCCC)N(CCCCC)CCCCC tri-pentylamine